CS(=O)(=O)OCC1CCN(CC1)S(=O)(=O)C 1-(methylsulfonyl)piperidin-4-ylmethyl methanesulfonate